8-bromo-7-chloro-1,5-naphthyridin-2-yl triflate O(S(=O)(=O)C(F)(F)F)C1=NC2=C(C(=CN=C2C=C1)Cl)Br